N-methyl-N-(tetrahydrofuran-3-yl)-1,2,3,4-tetrahydroisoquinolin-8-amine hydrochloride Cl.CN(C=1C=CC=C2CCNCC12)C1COCC1